BrC1=C2C=CN(C2=CC(=C1CBr)F)[Si](C(C)C)(C(C)C)C(C)C 4-bromo-5-(bromomethyl)-6-fluoro-1-(triisopropylsilyl)-1H-indole